(2S,4R)-N-[7-fluoro-2-[[2-[2-oxo-3-(3-oxo-4H-pyrazino[2,3-b][1,4]oxazin-6-yl)oxazolidin-5-yl]ethylamino]methyl]indan-5-yl]-4-methoxy-pyrrolidine-2-carboxamide FC=1C=C(C=C2CC(CC12)CNCCC1CN(C(O1)=O)C1=NC2=C(OCC(N2)=O)N=C1)NC(=O)[C@H]1NC[C@@H](C1)OC